FC1=C(C=CC=C1)C=1C=2N(C=3C=CC=CC3N1)C1=CC=CC=C1C2 6-(2-fluorophenyl)indolo[1,2-a]quinoxaline